CC1CCC2=C(N=C(S2)C(=O)OCC)C1 ethyl 5-methyl-4,5,6,7-tetrahydro-1,3-benzothiazole-2-carboxylate